diphenyltriazinyl-[(dimethylfluorenyl)dibenzothiophenyl]benzene C1(=CC=CC=C1)C1=C(C(=C(C=C1)C1=C(C=CC=2SC3=C(C21)C=CC=C3)C3=C(C(=CC=2C1=CC=CC=C1CC32)C)C)C3=NN=NC=C3)C3=CC=CC=C3